[Na+].[O-]P([O-])(=O)OP(=O)([O-])O.[Mg+2] magnesium pyrophosphate sodium